2-propionyl-1,4,5,6-tetrahydropyridine C(CC)(=O)C=1NCCCC1